(E)-N-({3-[2-(methoxymethoxy)phenyl]cinnolin-6-yl}methylene)hydroxylamine COCOC1=C(C=CC=C1)C=1N=NC2=CC=C(C=C2C1)\C=N\O